6-methoxy-1-methyl-2-oxo-4-{4-[4-(trifluoromethoxy)phenoxy]piperidin-1-yl}-1,2-dihydroquinoline-3-carbonitrile COC=1C=C2C(=C(C(N(C2=CC1)C)=O)C#N)N1CCC(CC1)OC1=CC=C(C=C1)OC(F)(F)F